5-(N-p-chlorobenzyl-3-cyanoindol-5-yl)isoxazole-3-carboxylic acid ethyl ester C(C)OC(=O)C1=NOC(=C1)C=1C=C2C(=CN(C2=CC1)CC1=CC=C(C=C1)Cl)C#N